(S)-8-((5-bromopentyl)oxy)-2-(5-(hydroxymethyl)thiophen-3-yl)-7-methoxy-1,11a-dihydro-5H-benzo[e]pyrrolo[1,2-a][1,4]diazepine-5,11(10H)-dione BrCCCCCOC=1C(=CC2=C(NC([C@H]3N(C2=O)C=C(C3)C3=CSC(=C3)CO)=O)C1)OC